ClC=1C(=C(C=CC1)NC1=NC=NC2=CC=C(C(=C12)OCCCl)[N+](=O)[O-])F N-(3-chloro-2-fluorophenyl)-5-(2-chloroethoxy)-6-nitroquinazoline-4-amine